C(C1=CC=CC=C1)O[C@H]1[C@@H]([C@@H]([C@@H](SC2=CC=C(C=C2)C)O[C@@H]1C)O)O p-Tolyl 4-O-benzyl-1-thio-α-D-rhamnopyranoside